BrC1=C(C=C2C=NN(C(C2=C1)=O)C)O 7-bromo-6-hydroxy-2-methylphthalazin-1-one